3-(9-((4-(aminomethyl)-2,6-dimethylphenyl)carbamoyl)-4,5-dihydrobenzo[b]thieno[2,3-d]oxepin-8-yl)pyridine-2,6-dicarboxylic acid NCC1=CC(=C(C(=C1)C)NC(=O)C1=CC2=C(OCCC3=C2SC=C3)C=C1C=1C(=NC(=CC1)C(=O)O)C(=O)O)C